6-[8-(prop-2-enoylamino)-2-naphthyl]pyridine C(C=C)(=O)NC=1C=CC=C2C=CC(=CC12)C1=CC=CC=N1